4-[(2S)-3-[(3S)-4-cyclobutyl-3-phenylbutanamido]-2-(dimethylamino)propyl]benzamide C1(CCC1)C[C@@H](CC(=O)NC[C@H](CC1=CC=C(C(=O)N)C=C1)N(C)C)C1=CC=CC=C1